2-(4-(Difluoromethylene)piperidin-1-yl)-5-methyl-4-nitrobenzoic acid FC(=C1CCN(CC1)C1=C(C(=O)O)C=C(C(=C1)[N+](=O)[O-])C)F